2,2-dimethylimidazolide CC1([N-]C=CN1)C